C(CC)(=O)OCC(F)F 2,2-difluoroethyl propionate